7-(4-{[2-(ethylaminosulfonylamino)-4-pyridyl]methyl}-1-piperazinyl)-8-fluoro-4-(methylamino)quinazoline C(C)NS(=O)(=O)NC1=NC=CC(=C1)CN1CCN(CC1)C1=CC=C2C(=NC=NC2=C1F)NC